Dimethyl 1-(1-anilinobut-3-enyl)-7-oxabicyclo[2.2.1]hepta-2,5-diene-2,3-dicarboxylate N(C1=CC=CC=C1)C(CC=C)C12C(=C(C(C=C1)O2)C(=O)OC)C(=O)OC